(S)-3-(((6-(methyl(4-(3,3,3-trifluoropropyl)phenyl)amino)-1,2,3,4-tetrahydroisoquinolin-1-yl)methyl)amino)isonicotinic acid CN(C=1C=C2CCN[C@@H](C2=CC1)CNC1=C(C(=O)O)C=CN=C1)C1=CC=C(C=C1)CCC(F)(F)F